2-{[(4-chlorophenyl)formylhydrazino]Carbonyl}pyrrolidine-1-carboxylic acid tert-butyl ester C(C)(C)(C)OC(=O)N1C(CCC1)C(=O)NNC(=O)C1=CC=C(C=C1)Cl